C(C=C)(=O)OC(COCC(C)OC(C=C)=O)C Oxydi-1,2-propanediyl bisacrylate